C(C)(C)(C)OC(=O)CC1=CC(=NC(=C1)C(F)(F)F)OC=1C=C(C(=O)O)C=CC1 3-(4-((tert-butoxycarbonyl)methyl)-6-(trifluoromethyl)pyridin-2-yloxy)benzoic acid